2-(4-(difluoromethoxy)-3-(pyridin-2-yl)phenyl)-4-methyloxazole-5-carboxylic acid FC(OC1=C(C=C(C=C1)C=1OC(=C(N1)C)C(=O)O)C1=NC=CC=C1)F